(4-methoxy-3,5-dimethyl-2-pyridinyl)-methylsulfone COC1=C(C(=NC=C1C)S(=O)(=O)C)C